Seleno-octanoic acid C(CCCCCCC)(=[Se])O